C(C)(C)(C)OC(=O)N1C(=C(C2=CC(=CC=C12)C1CCC(CC1)CN)C(C)C)C1=CC(=NC(=C1)C)C 5-(4-(aminomethyl)cyclohexyl)-2-(2,6-dimethylpyridin-4-yl)-3-isopropyl-1H-indole-1-carboxylic acid tert-butyl ester